C(C)(C)N1OC([C@H]2[C@H]1[C@H](C[C@@](C2)(C)C2=C(C#N)C=CC=C2)C)(C)C ((3ar,5r,7s,7ar)-1-isopropyl-3,3,5,7-tetramethyl-octahydrobenzo[c]isoxazol-5-yl)benzonitrile